9,10-Bis(glycidoxy)anthracene (5S,7S)-7-fluoro-3-oxo-2-(3-phenylcyclobutyl)-2,5,6,7-tetrahydro-3H-pyrrolo[2,1-c][1,2,4]triazole-5-carboxylate F[C@H]1C[C@H](N2C1=NN(C2=O)C2CC(C2)C2=CC=CC=C2)C(=O)O.C(C2CO2)OC=2C1=CC=CC=C1C(=C1C=CC=CC21)OCC2CO2